(Pyridine-2,6-diyl)bis(4-phenylbenzo[h]quinazoline) N1=C(C=CC=C1C1=NC2=C3C(=CC=C2C(=N1)C1=CC=CC=C1)C=CC=C3)C3=NC1=C2C(=CC=C1C(=N3)C3=CC=CC=C3)C=CC=C2